COC1=CC=C(C=N1)C(CC(=O)O)N1N=CC2=C(C=CC=C12)CCCC1=NC=2NCCCC2C=C1 3-(6-methoxypyridin-3-yl)-3-(4-(3-(5,6,7,8-tetrahydro-1,8-naphthyridin-2-yl)propyl)-1H-indazol-1-yl)propionic acid